[Pd+2].N1=C(C=CC(=C1)C(=O)O)C1=NC=C(C=C1)C(=O)O (2,2'-bipyridyl-5,5'-dicarboxylic acid) palladium (II)